CN1C(=O)N(C=2N(C(=O)N(C2C1=O)C)C)C 1,3,7,9-tetramethyl-uric acid